Cl.FC=1C=C2C(=NN(C(C2=CC1F)=O)C)[C@@H](C)NC (R)-6,7-difluoro-2-methyl-4-[1-(methylamino)ethyl]phthalazin-1-one hydrochloride